O=C1NC(CCC1N1CC2=CC=C(C=C2C1=O)NC(C)=O)=O N-[2-(2,6-dioxo-3-piperidinyl)-3-oxo-isoindolin-5-yl]acetamide